C1(=CC=CC=C1)C=1N=C2N(C=C(C=C2C=2C=C(C=CC2)C)C2=CC=CC=C2)C1 2,6-diphenyl-8-(m-tolyl)imidazo[1,2-a]pyridine